(Z)-6-((2,6-difluorobenzyl)sulfonyl)-2-(2,4,6-trimethoxybenzylidene)-2H-benzo[b][1,4]thiazin-3(4H)-one FC1=C(CS(=O)(=O)C2=CC3=C(S\C(\C(N3)=O)=C/C3=C(C=C(C=C3OC)OC)OC)C=C2)C(=CC=C1)F